7-(cyclopropyl(hydroxy)methyl)-3-methyl-8-(1-methyl-1H-indazol-5-yl)-1-(tetrahydro-2H-pyran-4-yl)-3,6-dihydroimidazo[4,5-d]pyrrolo[2,3-b]pyridin-2(1H)-one C1(CC1)C(C1=C(C=2C(=NC=C3C2N(C(N3C)=O)C3CCOCC3)N1)C=1C=C3C=NN(C3=CC1)C)O